(S)-2-amino-N-(4-(2,4-difluorophenoxy)-3-(6-methyl-7-oxo-1-tosyl-6,7-dihydro-1H-pyrrolo[2,3-c]pyridin-4-yl)phenyl)butanamide N[C@H](C(=O)NC1=CC(=C(C=C1)OC1=C(C=C(C=C1)F)F)C=1C2=C(C(N(C1)C)=O)N(C=C2)S(=O)(=O)C2=CC=C(C)C=C2)CC